1,3,4-tri-acetylbenzene C(C)(=O)C1=CC(=C(C=C1)C(C)=O)C(C)=O